(Z)-3-Methylpent-2-en C/C(=C/C)/CC